N-tert-butyl-2-{[2-(4-chloropyridin-2-yl)-5H,6H,7H-cyclopenta[d]pyrimidin-4-yl](2,2,2-trifluoroethyl)amino}acetamide C(C)(C)(C)NC(CN(CC(F)(F)F)C=1C2=C(N=C(N1)C1=NC=CC(=C1)Cl)CCC2)=O